C1(=CC(=CC=C1)CCCC1C(C1)C(=O)[O-])C.[Na+] sodium 2-(3-m-tolylpropyl)-cyclopropanecarboxylate